tert-butyl 1-methyl-5-(2-oxoethyl)-3,4-dihydroisoquinoline-2(1H)-carboxylate CC1N(CCC2=C(C=CC=C12)CC=O)C(=O)OC(C)(C)C